C(C)(C)(C)OC(=O)N[C@H](C(=O)N1[C@@H]([C@H]2C([C@H]2C1)(C)C)C(=O)OC)CC1=CC=NC=C1 methyl (1R,2S,5S)-3-[(2S)-2-(tert-butoxycarbonylamino)-3-(4-pyridyl)propanoyl]-6,6-dimethyl-3-azabicyclo[3.1.0]hexane-2-carboxylate